N-(2-dimethylamino-1-ethyl)-2'-(3,4-difluorophenyl)-6,6'-difluoro-2,4'-biquinoline-4-amide CN(CCNC(=O)C1=CC(=NC2=CC=C(C=C12)F)C1=CC(=NC2=CC=C(C=C12)F)C1=CC(=C(C=C1)F)F)C